BrC=1C=NC(=NC1)Cl 5-Bromo-2-chloropyrimidine